C(=S)S.N[C@@H](CCCNC(N)=N)C(=O)O Arginine dithioformate